C(C)(C)(C)OC(N[C@@H]1CN(CC1)C([C@H](NC(=O)C1CCNCC1)CCCCNC(C)=O)=O)=O tert-butyl{(3S)-1-[N6-acetyl-N2-(piperidine-4-carbonyl)-D-lysyl]pyrrolidin-3-yl}carbamate